N-(1-(3-(aminomethyl)phenyl)ethyl)-butane-2-amine NCC=1C=C(C=CC1)C(C)NC(C)CC